N(=[N+]=[N-])CCOCCOCC 2-(2-(2-azidoethoxy)ethoxy)ethan